COC(=O)C1=CC(=C2C(=N1)C(CO2)(C)C)Cl 7-chloro-3,3-dimethyl-2H-furo[3,2-b]pyridine-5-carboxylic acid methyl ester